N1N=CC=C1C1=CC=C(C=C1)C1CC2(CC(C2)(F)F)CCN1C(=O)OC(C)(C)C tert-butyl 6-(4-(1H-pyrazol-5-yl)phenyl)-2,2-difluoro-7-azaspiro[3.5]nonane-7-carboxylate